CNC1=NN(C(=N1)CC1=CC=CC=C1)CC1=CC=C(C=C1)C=C 3-methylamino-5-benzyl-1-(4-vinylbenzyl)-1H-1,2,4-triazole